5'-(4-Amino-3-(dimethylcarbamoyl)-2-fluorophenyl)-4'-chloro-N,N-dimethyl-1',2'-dihydrospiro[cyclopentane-1,3'-pyrrolo[2,3-b]pyridine]-3-carboxamide NC1=C(C(=C(C=C1)C=1C(=C2C(=NC1)NCC21CC(CC1)C(=O)N(C)C)Cl)F)C(N(C)C)=O